N1(CCOCC1)C(CCCCCCCCCCCCCCC)=O 1-(morpholin-4-yl)hexadecan-1-one